F[B-](F)(F)F.C[N+](=C(ON1N=NC2=C1C=CC=C2)N(C)C)C N,N,N',N'-tetramethyl-O-(benzotriazol-1-yl)uronium tetrafluoroborate